(Z)-4-(1-(4-amino-2-fluorobut-2-en-1-yl)-2-isopropyl-1H-benzo[d]imidazol-4-yl)-N,N-dimethylbenzenesulfonamide NC\C=C(\CN1C(=NC2=C1C=CC=C2C2=CC=C(C=C2)S(=O)(=O)N(C)C)C(C)C)/F